CC1=CC2=C(NC3=C(N=C2N2CCN(CC2)C([2H])([2H])[2H])C=CC=C3)S1 2-methyl-4-(4-(methyl-d3)piperazin-1-yl)-10H-benzo[b]thieno[2,3-e][1,4]diazepine